4-(P-chlorophenoxy)butyric acid C1=CC(=CC=C1OCCCC(=O)O)Cl